ClC=1C=C2C(=CNC2=CC1)C[C@@H](C(=O)N[C@H](C(=O)OC(C)C)CCC(C=[N+]=[N-])=O)OC isopropyl (S)-2-((S)-3-(5-chloro-1H-indol-3-yl)-2-methoxypropanamido)-6-diazo-5-oxohexanoate